2-([1,1'-biphenyl]-4-yl)-4-phenyl-6-(2-(spiro[cyclopentane-1,9'-fluoren]-2'-yl)phenyl)-1,3,5-triazine C1(=CC=C(C=C1)C1=NC(=NC(=N1)C1=CC=CC=C1)C1=C(C=CC=C1)C1=CC=2C3(C4=CC=CC=C4C2C=C1)CCCC3)C3=CC=CC=C3